2,3,5,7,8,9-hexahydro-6H-furo[2,3-f]pyrido[3,4-b]indol-6-one O1CCC=2C1=CC=1C3=C(NC1C2)C(NCC3)=O